4,4,5,5-tetramethyl-2-(2,3,5-trifluoro-4-methoxy-phenyl)-1,3,2-dioxaborolan CC1(OB(OC1(C)C)C1=C(C(=C(C(=C1)F)OC)F)F)C